acrylic acid 2-[1-(2-hydroxy-3,5-di-tert-pentylphenyl) ethyl]-4,6-Di-tert-amylphenyl ester OC1=C(C=C(C=C1C(C)(C)CC)C(C)(C)CC)C(C)C1=C(C(=CC(=C1)C(C)(C)CC)C(C)(C)CC)OC(C=C)=O